N[C@H](CC(=O)O)CC1=CC=CC2=CC=CC=C12 (S)-3-amino-4-(1-naphthyl)-butyric acid